(2-chloro-2'-fluoro-[1,1'-biphenyl]-3-yl)methanol ClC1=C(C=CC=C1CO)C1=C(C=CC=C1)F